N-(2-chloro-3-(1-(2-chloro-3-fluoro-4-formyl-5-Methoxyphenoxy)-2,3-dihydro-1H-inden-4-yl)phenyl)-1-methyl-4,5,6,7-tetrahydro-1H-imidazo[4,5-c]pyridine-2-carboxamide ClC1=C(C=CC=C1C1=C2CCC(C2=CC=C1)OC1=C(C(=C(C(=C1)OC)C=O)F)Cl)NC(=O)C=1N(C2=C(CNCC2)N1)C